N1C(NC(NC1=O)=O)=O 1,3,5-triazinetrione